glycidyl normal dodecyl ether C(CCCCCCCCCCC)OCC1CO1